ClC1=CC=C(C=C1)[C@@H](C)C1N(CCN(C1)C=1C=NN2C1C=CC(=C2)C=2C=NN(C2)C)C(=O)OC(C)C=2N=C1N(C=CC=C1)C2 1-(imidazo[1,2-a]pyridin-2-yl)ethan-1-ol (1R)-1-(4-Chlorophenyl)ethyl-4-[6-(1-methyl-1H-pyrazol-4-yl)pyrazolo[1,5-a]pyridin-3-yl]piperazine-1-carboxylate